CC1C(C(CC=C1)C(=O)OC(CCC)C)C(=O)[O-] 1-ethyl-2-propyl cis-3-methylcyclohex-4-ene-1,2-dicarboxylate